Methyl (3,4,5-trifluorobenzyl)carbamimidothioate FC=1C=C(CNC(=N)SC)C=C(C1F)F